N1(CCCC1)C=1C(=CC(=C2C(C=C(OC12)C1=CC=C(C=C1)F)=O)OC)OC 8-(pyrrolidin-1-yl)-5,7-dimethoxy-2-(4-fluorophenyl)-4H-chromen-4-one